N-(4-(3,3-dimethylpiperidin-1-yl)-3,5-difluorophenyl)-2-(pyrrolidin-1-yl)-5-(2,2,2-trifluoroethyl)oxazole-4-carboxamide CC1(CN(CCC1)C1=C(C=C(C=C1F)NC(=O)C=1N=C(OC1CC(F)(F)F)N1CCCC1)F)C